NC1=C(C(=O)O)C=CC(=C1)C1CCC1 amino-4-cyclobutylbenzoic acid